O=C1C(O)=C([O-])[C@H](O1)[C@@H](O)CO.O=C1C(O)=C(O)[C@H](O1)[C@@H](O)CO.[Na+] sodium ascorbate (Ascorbate)